BrC1=CC=CC=2NC3=CC=C(C=C3SC12)N 4-bromo-7-amino-10H-phenothiazine